C1(CC1)CN(C(OC(C)(C)C)=O)[C@H]1CN(CC1)C=1C=C2N=CC(=NC2=CC1)O tert-butyl N-(cyclopropylmethyl)-N-[(3R)-1-(2-hydroxyquinoxalin-6-yl)pyrrolidin-3-yl]carbamate